FC(OC1=NC(=C(C2=C1CN(C2)C(CC2CN(C2)C=2C=NC=NC2)=O)C)C)F 1-[4-(Difluoromethoxy)-6,7-dimethyl-1,3-dihydro-2H-pyrrolo[3,4-c]pyridin-2-yl]-2-[1-(pyrimidin-5-yl)azetidin-3-yl]ethanon